1-Propyl-4-piperidon C(CC)N1CCC(CC1)=O